CC1=NC(=CC(=C1NC(CC1=CC(=CC=C1)C(F)(F)F)=O)C)N1CCOCC1 N-(2,4-Dimethyl-6-morpholin-4-yl-pyridin-3-yl)-2-(3-trifluoromethyl-phenyl)-acetamide